N-Methyl-7-(1H-pyrrol-1-yl)-N-(2,2,6,6-tetramethylpiperidin-4-yl)-4H-chromeno[3,4-d]thiazol-2-amine CN(C=1SC2=C(N1)COC=1C=C(C=CC12)N1C=CC=C1)C1CC(NC(C1)(C)C)(C)C